4-methylpyrimidin-5-ol CC1=NC=NC=C1O